ClC=1C(=NC(=C(C1)F)C1=CC=C(C=C1)Cl)C(=O)O 3-chloro-6-(4-chloro-phenyl)-5-fluoro-pyridine-2-carboxylic acid